FC=1C=C(C=CC1F)[C@H]1[C@@H](CN(C1)CCOC)NC(=O)NC1=C2C(=NN1C1=CC=CC=C1)CSC2 ((3S,4R)-4-(3,4-difluorophenyl)-1-(2-methoxyethyl)pyrrolidin-3-yl)-3-(2-phenyl-4,6-dihydro-2H-thieno[3,4-c]pyrazol-3-yl)urea